COC(=O)C1C(CCC1)C=1C=CC=C2C(CCOC12)(C(=O)O)C 8-(2-methoxycarbonylcyclopentyl)-4-methyl-chromane-4-carboxylic acid